2-[4-[4-[3,5-difluoro-4-(trifluoromethyl)phenyl]-3-fluorophenyl]cyclohex-3-en-1-yl]-5-propyl-1,3-dioxan FC=1C=C(C=C(C1C(F)(F)F)F)C1=C(C=C(C=C1)C1=CCC(CC1)C1OCC(CO1)CCC)F